1-(4-bromophenyl)-2,4,5-trimethyl-imidazole BrC1=CC=C(C=C1)N1C(=NC(=C1C)C)C